4-aminotetrahydropyran hydrochloride salt Cl.NC1CCOCC1